C(\C=C\C(=O)O)(=O)O.OCCN1CCC(CC1)C1=CC=C(C=C1)C(=O)NC1=NC=CC(=C1)OC=1C=C2C=CN(C2=CC1OCCOC)C(=O)NC 5-({2-[({4-[1-(2-hydroxyethyl)piperidin-4-yl]phenyl}carbonyl)amino]pyridin-4-yl}oxy)-6-(2-methoxyethoxy)-N-methyl-1H-indole-1-carboxamide fumarate salt